methyl-phenyl-acetaldehyde CC(C=O)C1=CC=CC=C1